FC1=CC=C(C=C1)[C@@H]([C@H](O)[C@@H]1N(CCC1)C(=O)OCC1=CC=CC=C1)C1=CC(=CC=C1)C(F)(F)F benzyl (R)-2-((1S,2R)-2-(4-fluorophenyl)-1-hydroxy-2-(3-(trifluoromethyl)phenyl)ethyl)pyrrolidine-1-carboxylate